FC=1C=C(C=CC1)C=1C=C2C=NCN(C2=C(C1)OC)CC=1N=NC(=CC1)C 6-(3-Fluorophenyl)-8-methoxy-N-((6-methylpyridazin-3-yl)methyl)quinazolin